2-[[6-chloro-3-(3,6-dihydro-2H-thiopyran-4-yl)-4-quinolinyl]amino]benzoic acid ClC=1C=C2C(=C(C=NC2=CC1)C=1CCSCC1)NC1=C(C(=O)O)C=CC=C1